[PH2](=O)[O-].C[Al+2].[PH2](=O)[O-] methyl-aluminum hypophosphite